tert-butyl 4-((6-(1-methyl-1H-pyrazol-4-yl)pyrazolo[1,5-a]pyrazin-4-yl)methyl)-1,4-diazepane-1-carboxylate CN1N=CC(=C1)C=1N=C(C=2N(C1)N=CC2)CN2CCN(CCC2)C(=O)OC(C)(C)C